ClC1=NC2=CC=CC=C2C(=N1)NC1=CC=C(C2=CC=CC=C12)C1CC1 2-chloro-N-(4-cyclopropylnaphthalen-1-yl)quinazolin-4-amine